COCC#CC=1C=CC2=C(C3=C(S2)C=CC(=C3)[C@]3(N=C(N(C(C3)=O)C)NC(OC(C)(C)C)=O)C)C1 (S)-tert-Butyl (4-(8-(3-methoxyprop-1-yn-1-yl)dibenzo[b,d]thiophen-2-yl)-1,4-dimethyl-6-oxo-1,4,5,6-tetrahydropyrimidin-2-yl)carbamate